5-(methyl)Cytosine CC=1C(=NC(NC1)=O)N